3-(5-(4-(((cyclopropylmethyl)amino)methyl)pyridin-2-yl)-1-oxoisoindolin-2-yl)piperidine-2,6-dione C1(CC1)CNCC1=CC(=NC=C1)C=1C=C2CN(C(C2=CC1)=O)C1C(NC(CC1)=O)=O